2-chloro-4-(3-methyl-8-(4-(piperazine-1-carbonyl)phenyl)-2,8-diazaspiro[4.5]decan-2-yl)benzonitrile ClC1=C(C#N)C=CC(=C1)N1CC2(CC1C)CCN(CC2)C2=CC=C(C=C2)C(=O)N2CCNCC2